Benzyl {(1S)-5-[(tert-butoxycarbonyl)amino]-1-[(3-carbamoylbicyclo[2.2.2]oct-2-yl)carbamoyl]pentyl}carbamate C(C)(C)(C)OC(=O)NCCCC[C@@H](C(NC1C2CCC(C1C(N)=O)CC2)=O)NC(OCC2=CC=CC=C2)=O